(S)-1-(3-((4-(morpholinomethyl)-6-((5-(1-phenyl-1H-1,2,3-triazol-4-yl)thiazole-2-yl)amino)pyridin-2-yl)amino)piperidin-1-yl)prop-2-en-1-one O1CCN(CC1)CC1=CC(=NC(=C1)NC=1SC(=CN1)C=1N=NN(C1)C1=CC=CC=C1)N[C@@H]1CN(CCC1)C(C=C)=O